ClC1=CC=C2C(=CNC2=C1N1N=CC=C1)S(=O)(=O)NC1=NC(=C(C(=N1)OC)OCC(F)F)OC 6-chloro-N-[5-(2,2-difluoroethoxy)-4,6-dimethoxy-pyrimidin-2-yl]-7-pyrazol-1-yl-1H-indole-3-sulfonamide